FC1=CC=C2C(=N1)C=NN2C2OCCCC2 5-fluoro-1-(tetrahydro-2H-pyran-2-yl)-1H-pyrazolo[4,3-b]pyridine